6-(4-Chlorophenyl)-2-(5-fluoro-2-thienyl)-3-oxo-2,3-dihydropyridazine-4-carboxylic acid ClC1=CC=C(C=C1)C=1C=C(C(N(N1)C=1SC(=CC1)F)=O)C(=O)O